Methyl-1,5-diisocyanatopentane CC(CCCCN=C=O)N=C=O